C(#CC)C1=C(C=CC=C1)NC([O-])=O 2-propynyl-phenyl-carbamat